C1(=CC=C(C=C1)C(=O)N)C.P(=O)(OC1=CNC2=CC=C(C(=C12)Cl)Br)(O)O 5-bromo-4-chloro-3-indolyl phosphate para-toluamide salt